2-(4-isopropoxyphenyl)-4-methylpyrimidine-5-carboxylic acid C(C)(C)OC1=CC=C(C=C1)C1=NC=C(C(=N1)C)C(=O)O